3-(5-amino-2-(2-methyl-4-(2-(2-phosphonoethoxy)ethoxy)phenethyl)benzo[f][1,7]naphthyridin-8-yl)propanoic acid NC1=NC2=C(C=3C=C(C=NC13)CCC1=C(C=C(C=C1)OCCOCCP(=O)(O)O)C)C=CC(=C2)CCC(=O)O